2-{3-[2-(dimethylamino)ethoxy]pyridin-4-yl}-3-[(3-fluorophenyl)amino]-1,5,6,7-tetrahydro-4H-pyrrolo[3,2-c]pyridin-4-one CN(CCOC=1C=NC=CC1C1=C(C=2C(NCCC2N1)=O)NC1=CC(=CC=C1)F)C